3-cyclopropyl-4-(6-methylpyridin-2-yl)-1H-pyrazole-1-carboxylic acid tert-butyl ester C(C)(C)(C)OC(=O)N1N=C(C(=C1)C1=NC(=CC=C1)C)C1CC1